FC1=CC2=C(C=C(C=C2C=C1)OCOC)B1OC(C(O1)(C)C)(C)C 2-Fluoro-6-(methoxymethoxy)-8-(4,4,5,5-tetramethyl-1,3,2-dioxaborolan-2-yl)naphthalen